5,5'-oxybis(N-octadecyl-2-formyl-pyridin-4-one) O(C=1C(C=C(N(C1)CCCCCCCCCCCCCCCCCC)C=O)=O)C=1C(C=C(N(C1)CCCCCCCCCCCCCCCCCC)C=O)=O